2-[(4-chloro-3-fluorophenyl)methyl]-8-[1-(2,2-difluoroethyl)-1H-pyrazolo[3,4-b]pyrazin-6-yl]-2,8-diazaspiro[4.5]decan-3-one ClC1=C(C=C(C=C1)CN1CC2(CC1=O)CCN(CC2)C2=CN=C1C(=N2)N(N=C1)CC(F)F)F